2-((1-hydroxy-1,3-dihydrobenzo[c][1,2]oxaborol-5-yl)amino)-4-(propylamino)pyrimidine-5-carbaldehyde OB1OCC2=C1C=CC(=C2)NC2=NC=C(C(=N2)NCCC)C=O